O=C1NC(CCC1NC1=CC=C(C=C1)N1CC2CN(C(C1)C2)CC2CCN(CC2)C(=O)OC(C)(C)C)=O tert-butyl 4-((3-(4-((2,6-dioxopiperidin-3-yl)amino)phenyl)-3,6-diazabicyclo[3.2.1]octan-6-yl)methyl)piperidine-1-carboxylate